ClC1=CC(=C(C=C1)C=1CCOC2=C(C1C1=CC=C(C=C1)O[C@@H]1CN(CC1)CCCF)C=CC(=C2)O)F 4-(4-chloro-2-fluoro-phenyl)-5-[4-[(3S)-1-(3-fluoropropyl)pyrrolidin-3-yl]oxyphenyl]-2,3-dihydro-1-benzoxepin-8-ol